CS(=O)(=O)OCC1=CC=C(C=C1)OCC(OC)OC 4-(2,2-dimethoxyethoxy)benzyl alcohol methanesulfonate